(-)-6-{[trans,trans-4-(3,4-dihydro-2H-1-benzopyran-7-yl)-2-methyl-1-[2-(1H-pyrrol-1-yl)ethyl]piperidin-3-yl]methoxy}-2,3-dihydro-1H-isoindol-1-one O1CCCC2=C1C=C(C=C2)C2C(C(N(CC2)CCN2C=CC=C2)C)COC2=CC=C1CNC(C1=C2)=O